(S)-2-(1-cyclopropyl-7-methyl-4-oxo-1,4-dihydro-5H-pyrazolo[3,4-d]pyridazin-5-yl)-N-(1-(4-(trifluoromethoxy)phenyl)ethyl)acetamide C1(CC1)N1N=CC2=C1C(=NN(C2=O)CC(=O)N[C@@H](C)C2=CC=C(C=C2)OC(F)(F)F)C